N1C=[NH+]C=C1.C(C)#N acetonitrile, imidazolium salt